gold silicon [Si].[Au]